N-[1-(5-{2-[(dimethylamino)methyl]phenyl}thiophen-2-yl)ethyl]-2-methyl-6-(pyrrolidin-1-yl)quinazolin-4-amine CN(C)CC1=C(C=CC=C1)C1=CC=C(S1)C(C)NC1=NC(=NC2=CC=C(C=C12)N1CCCC1)C